ClC1=CC=C(C(=N1)C(=O)O)NC(C)C1=CC(=CC=2C=3N(C(=NC12)N1CCC(CC1)(F)F)C=C(N3)CC)C 6-chloro-3-((1-(5-(4,4-difluoropiperidin-1-yl)-2-ethyl-9-methylimidazo[1,2-c]quinazolin-7-yl)ethyl)amino)picolinic acid